2-chloro-6-(2,4-dichlorophenyl)-N-(4-nitrophenyl)quinolin-4-amine ClC1=NC2=CC=C(C=C2C(=C1)NC1=CC=C(C=C1)[N+](=O)[O-])C1=C(C=C(C=C1)Cl)Cl